C(C)(C)(C)OC(=O)N1C(C2(C1)CCNCC2)C2=NC=NC=C2NC2=C(C=C(C=C2)F)Br (5-((2-bromo-4-fluorophenyl)amino)pyrimidin-4-yl)-2,7-diazaspiro[3.5]nonane-2-carboxylic acid tert-butyl ester